FC=1C=C2C(=NNC2=CC1OCCOC)C1=CC(=NO1)C1=CC=C(C=C1)C(=O)N1CC(C1)C=1C=NC=NC1 5-Fluoro-6-(2-methoxyethoxy)-3-(3-{4-[3-(pyrimidin-5-yl)azetidine-1-carbonyl]phenyl}-1,2-oxazol-5-yl)-1H-indazole